3-(quinolin-6-yl)isothiazol-5-amine N1=CC=CC2=CC(=CC=C12)C1=NSC(=C1)N